C(C)OC(=O)C=1CN=CNC1 1,4-dihydropyrimidine-5-carboxylic acid ethyl ester